decanedioic acid, bis(1-methylethyl) ester C(CCCCCCCCC(=O)OC(C)C)(=O)OC(C)C